2-chloro-N-[(3,5-difluoropyridin-2-yl)methyl]-1,3-oxazole-4-carboxamide ClC=1OC=C(N1)C(=O)NCC1=NC=C(C=C1F)F